BrC1=CC(=C(C=C1)CC)C 4-bromo-1-ethyl-2-methylbenzene